Methyl (3S)-3-(tert-butoxycarbonylamino)-3-[2-chloro-3-(3-chlorophenyl)phenyl]-butanoate C(C)(C)(C)OC(=O)N[C@](CC(=O)OC)(C)C1=C(C(=CC=C1)C1=CC(=CC=C1)Cl)Cl